6-acetyl-2-(2-isopropylphenyl)-9-(4-(1-methyl-4-(trifluoromethyl)-1H-imidazol-2-yl)benzyl)-7,9-dihydro-8H-purin-8-one C(C)(=O)C1=C2NC(N(C2=NC(=N1)C1=C(C=CC=C1)C(C)C)CC1=CC=C(C=C1)C=1N(C=C(N1)C(F)(F)F)C)=O